3,3-difluoro-1,3-dihydro-2H-pyrrolo[2,3-b]Pyridin-2-one FC1(C(NC2=NC=CC=C21)=O)F